3,3,8-trimethyl-6-(quinoxalin-2-ylamino)-1,4-dihydroquinolin-2-one CC1(C(NC2=C(C=C(C=C2C1)NC1=NC2=CC=CC=C2N=C1)C)=O)C